N-(6-chloro-8-methyl-1-isoquinolyl)-N-[(3R)-3-piperidyl]-4-[1-(trideuteriomethyl)triazol-4-yl]benzamide ClC=1C=C2C=CN=C(C2=C(C1)C)N(C(C1=CC=C(C=C1)C=1N=NN(C1)C([2H])([2H])[2H])=O)[C@H]1CNCCC1